3-((2-chloropyridin-4-yl)oxy)-6,6-difluoro-5,6,7,8-tetrahydroquinoline ClC1=NC=CC(=C1)OC=1C=NC=2CCC(CC2C1)(F)F